FC(CN1[C@@H](C=2NC3=CC=CC=C3C2C[C@H]1C)C=1C=NC(=NC1)N1CCC2(OCCO2)CC1)F 8-(5-((1R,3R)-2-(2,2-difluoroethyl)-3-methyl-2,3,4,9-tetrahydro-1H-pyrido[3,4-b]indol-1-yl)pyrimidin-2-yl)-1,4-dioxa-8-azaspiro[4.5]decane